5-(N-(3-Cyanophenethyl)sulfamoyl)-3-methylbenzofuran-2-carboxylic acid C(#N)C=1C=C(CCNS(=O)(=O)C=2C=CC3=C(C(=C(O3)C(=O)O)C)C2)C=CC1